[di(dimethylfluorenyl)triazinyl]Phenylindolocarbazole CC=1C(=C(C=2CC3=CC=CC=C3C2C1)C1=C(C(=NN=N1)C=1C(=C2C(=CC1)N=C1C=CC3=C4C=CC=CC4=NC3=C12)C1=CC=CC=C1)C1=C(C(=CC=2C3=CC=CC=C3CC12)C)C)C